2,4-difluoro-6-nitro-phenol FC1=C(C(=CC(=C1)F)[N+](=O)[O-])O